ethyl-pentanol C(C)C(CCCC)O